C(C)N1CC2C(C2C1)CC(=O)N1CC(OCC1)C1=NC=C(C=C1)C1=CC(=CC=C1)OC 2-(3-ethyl-3-azabicyclo[3.1.0]hexan-6-yl)-1-(2-(5-(3-methoxyphenyl)pyridin-2-yl)morpholino)ethan-1-one